(2R,5S)-2-[4-[(3aS,7aR)-2-methyl-3,3a,4,6,7,7a-hexahydro-1H-pyrrolo[3,4-c]pyridin-5-yl]phenyl]-5-methyl-piperidine CN1C[C@H]2CN(CC[C@H]2C1)C1=CC=C(C=C1)[C@@H]1NC[C@H](CC1)C